FC1=C(C=CC=2C3=CC=CC=C3NC12)F 1,2-difluorocarbazole